N[C@@H](CCC(N)=O)C(=O)O.[K] potassium glutamine